O-aminophenylboric acid NOB(OC1=CC=CC=C1)O